C1(CCCCC1)=C1C(C=CC(=C1)N1C(C=CC1=O)=O)N1C(C=CC1=O)=O N,N'-(cyclohexylidene-dl-para-phenylene)-bis-maleimide